3-methyl-5-(z-3-hexenyl)-2-cyclohexenone CC1=CC(CC(C1)CC\C=C/CC)=O